trans-N-(2-hydroxyethyl)-3-methylthio-propenamide OCCNC(\C=C\SC)=O